(trans)-3-(4-chlorophenyl)cyclobutan-1-amine ClC1=CC=C(C=C1)[C@@H]1C[C@H](C1)N